N2-(tert-butoxycarbonyl)-N,N-dimethyl-D-alaninamide C(C)(C)(C)OC(=O)N[C@H](C)C(=O)N(C)C